CC1=C(C=C(C(=C1)OC1=CC(=CC=C1)SC(C(F)(F)F)(F)F)C)N=CN(C)CC N'-(2,5-Dimethyl-4-{3-[(pentafluoroethyl)sulfanyl]phenoxy}phenyl)-N-ethyl-N-methylimidoformamid